COC([C@H](CCNC(=O)OC)N(CC1=CC=CC=C1)C([C@@H](C)Cl)=O)=O (S)-2-((R)-N-benzyl-2-chloropropionylamino)-4-((methoxycarbonyl)amino)butanoic acid methyl ester